COC=1C=C2C(=CC=NC2=CC1OC)OC1=CC=C(C=C1)N(C(=O)C1(CC1)C(=O)N)C1=CC=C(C=C1)F N-(4-((6,7-dimethoxyquinolin-4-yl)oxy)phenyl)-N-(4-fluorophenyl)cyclopropane-1,1-dicarboxamide